CC1=C2C=CC=C(C2=C(C3=C1C[C@H]4C(=O)C(=C(C(=O)[C@]4(C3=O)O)C(=O)N)O)O)O The molecule is a member of the class of tetracyclines that is anhydrotetracycline in which the dimethylamino group at position 4 has been replaced by a keto group. It has a role as a bacterial metabolite. It is a tertiary alpha-hydroxy ketone and a member of tetracyclines. It derives from an anhydrotetracycline. It is a conjugate acid of a 4-de(dimethylamino)-4-oxoanhydrotetracycline(1-).